O[C@H]1C[C@@H](CCC1)N1C(C2(C3=C1N=C(N=C3)NC=3C(=NNC3)OC3CCOCC3)CC2)=O 7'-((1R,3R)-3-hydroxycyclohexyl)-2'-((3-((tetrahydro-2H-pyran-4-yl)oxy)-1H-pyrazol-4-yl)amino)spiro[cyclopropane-1,5'-pyrrolo[2,3-d]pyrimidin]-6'(7'H)-one